Cl.NN=C(N(N)N)N triaminoguanidine hydrochloride salt